dodecenediphosphonic acid C(=CCCCCCCCCCCP(O)(=O)O)P(O)(=O)O